C1(=CC(=CC=C1)CCN)CCN 2,2'-(1,3-phenylene)diethanamine